C(C)(=O)SC=1C=C(C=CC1)C1C(C(N(CC1)C(=O)OC(C)(C)C)C)CO[Si](C)(C)C(C)(C)C (+/-)-tert-butyl (trans,trans)-4-[3-(acetylsulfanyl)phenyl]-3-[[(tert-butyldimethylsilyl)oxy]methyl]-2-methylpiperidine-1-carboxylate